C1(CCCCC1)SC1=CC=C2C(=C(N=CC2=C1)C(=O)NCC(=O)O)O [(7-Cyclohexylsulfanyl-4-hydroxy-isoquinoline-3-carbonyl)-amino]-acetic acid